C(C1=CC=CC=C1)OCCOCCOCCOC[C@H]1OC([C@H]2[C@@H]1OC(O2)(C)C)OC (3aR,6R,6aR)-6-[2-[2-(2-Benzyloxyethoxy)ethoxy]ethoxy-methyl]-4-methoxy-2,2-dimethyl-3a,4,6,6a-tetrahydrofuro[3,4-d][1,3]dioxole